C(C)OC1=NC2=CC(=CC(=C2N=C1)C=1SC2=C(N1)C=C(C(=C2)O[C@@H]2[C@@H](CCC(C2)(F)F)O)F)C (1R,2S)-2-((2-(2-ethoxy-7-methylquinoxalin-5-yl)-5-fluorobenzo[d]thiazol-6-yl)oxy)-4,4-difluorocyclohexanol